O8-[2-[(8-decoxy-8-oxo-octanoyl)oxymethyl]-3-hydroxy-2-(hydroxymethyl)propyl] O1-decyl octanedioate C(CCCCCCC(=O)OCC(CO)(CO)COC(CCCCCCC(=O)OCCCCCCCCCC)=O)(=O)OCCCCCCCCCC